N-[6-(difluoromethyl)-2-pyridyl]-2-[1-[2-[4-[4-(2,6-dioxo-3-piperidyl)phenyl]-1-piperidyl]acetyl]-4-piperidyl]-7-isopropoxy-imidazo[1,2-a]pyridine-6-carboxamide TFA salt OC(=O)C(F)(F)F.FC(C1=CC=CC(=N1)NC(=O)C=1C(=CC=2N(C1)C=C(N2)C2CCN(CC2)C(CN2CCC(CC2)C2=CC=C(C=C2)C2C(NC(CC2)=O)=O)=O)OC(C)C)F